C(C1=CC(C(=O)Cl)=CC=C1)(=O)Cl isophthaloyl dichloride